tert-butyl (6-chloro-8-fluoro-4-isopropylquinolin-3-yl)carbamate ClC=1C=C2C(=C(C=NC2=C(C1)F)NC(OC(C)(C)C)=O)C(C)C